COC1=C(C=CC(=C1)OC)C(C(=O)O)N1CCC(CC1)C(NCCCC1=NC=2NCCCC2C=C1)=O 2-(2,4-Dimethoxyphenyl)-2-(4-(3-(5,6,7,8-tetrahydro-1,8-naphthyridin-2-yl)propylcarbamoyl)piperidin-1-yl)acetic acid